C(C)N(C=1C=C2OC=3C=C(C(=CC3C3(C2=CC1)OC(C1=CC=CC=C13)=O)NC1=C(C(=CC=C1)C)C)C)CC 6'-(diethylamino)-2'-[(dimethyl-phenyl)amino]-3'-methylspiro[isobenzofuran-1(3H),9'-[9H]xanthene]-3-one